triethoxy(3-ureidopropyl)silane C(C)O[Si](CCCNC(=O)N)(OCC)OCC